potassium bromide, Potassium salt [K+].[Br-].[K+].[Br-]